NN1C(=NC(=C1)Br)C(C(C)(C)OC)=O 1-(1-amino-4-bromo-1H-imidazol-2-yl)-2-methoxy-2-methylpropan-1-one